9-O-acetyl-5-N-hydroxyacetyl-neuraminic acid C(C)(=O)OC[C@H]([C@H]([C@H]1[C@@H]([C@H](CC(C(O)=O)(O)O1)O)NC(CO)=O)O)O